FC(S(=O)(=O)OC=1C=C2CCC3(C2=CC1OS(=O)(=O)C(F)(F)F)CCC(CC3)C(=O)[O-])(F)F 5',6'-bis[(trifluoromethanesulfonyl)oxy]-2',3'-dihydrospiro[cyclohexane-1,1'-indene]-4-carboxylate